3-(4-(4-(3-bromopropyl)piperidin-1-yl)-1-oxoisoindolin-2-yl)piperidine-2,6-dione BrCCCC1CCN(CC1)C1=C2CN(C(C2=CC=C1)=O)C1C(NC(CC1)=O)=O